C1(=CC=C(C=C1)C1=NC(=NC(=N1)C1=CC=CC=C1)C1=CC=C(C=C1)B1OC(C(O1)(C)C)(C)C)C1=CC=CC=C1 2-([1,1'-biphenyl]-4-yl)-4-phenyl-6-(4-(4,4,5,5-tetramethyl-1,3,2-dioxaborolane-2-yl)phenyl)-1,3,5-triazine